COC=1C=C(C=CC1)C1=NN(C=C1)C1=CC(=NC(=N1)OCC1OCCC1)N1C2C(CC1)OCC2 4-(6-(3-(3-methoxyphenyl)-1H-pyrazol-1-yl)-2-((tetrahydrofuran-2-yl)methoxy)pyrimidin-4-yl)hexahydro-2H-furo[3,2-b]pyrrole